5-(((1s,3s)-3-(4-(2-(4-((2-(2,7-diazaspiro[3.5]nonan-7-yl)pyrimidin-4-yl)methoxy)phenyl)propan-2-yl)phenoxy)cyclobutyl)amino)-2-(2,6-dioxopiperidin-3-yl)isoindolin-1,3-dione C1NCC12CCN(CC2)C2=NC=CC(=N2)COC2=CC=C(C=C2)C(C)(C)C2=CC=C(OC1CC(C1)NC=1C=C3C(N(C(C3=CC1)=O)C1C(NC(CC1)=O)=O)=O)C=C2